CN(C)CC1=CC=C(C=C1)O 4-(dimethylaminomethyl)phenol